C(C)OC(\C=C\C1=C(C=CC(=C1)SCC1=CC=CC=C1)NC1=C(C=C(C=C1)Br)OC)=O (E)-3-(5-(benzylthio)-2-((4-bromo-2-methoxyphenyl)amino)phenyl)acrylic acid ethyl ester